C1(CC1)C=1N=NN(C1)[C@H](C(=O)N1[C@@H](C[C@H](C1)O)C(=O)NC(C)C1=CC(=CC=C1)NC(CC1=C(C=CC=C1)F)=O)C(C)(C)C (2S,4R)-1-[(2S)-2-(4-cyclopropyltriazol-1-yl)-3,3-dimethyl-butanoyl]-N-[1-[3-[[2-(2-fluorophenyl)acetyl]amino]phenyl]ethyl]-4-hydroxy-pyrrolidine-2-carboxamide